FC1=C(C(=CC(=C1)C1=NC(=CN=C1)NC1CCCC1)F)N1CC(CC1)CC(=O)O 2-{1-[2,6-difluoro-4-(6-cyclopentylamino-pyrazin-2-yl)phenyl]pyrrolidin-3-yl}acetic acid